2-(2'-fluoro-4-hydroxymethyl-5'-methoxy-biphenyl-2-yloxy)-2-methyl-propan-1-ol FC1=C(C=C(C=C1)OC)C1=C(C=C(C=C1)CO)OC(CO)(C)C